2-(2,4-Dioxotetrahydropyrimidin-1(2H)-yl)-5-((4-(isoquinolin-5-yl)-3,6-dihydropyridin-1(2H)-yl)methyl)isoindoline-1,3-dione O=C1N(CCC(N1)=O)N1C(C2=CC=C(C=C2C1=O)CN1CCC(=CC1)C1=C2C=CN=CC2=CC=C1)=O